3,5,5-trimethyl-1-hexyl acrylate C(C=C)(=O)OCCC(CC(C)(C)C)C